dimethyl-5-(2-oxo-2-((1,1,1-trifluoropropan-2-yl)amino)acetyl)-1H-pyrrole-3-carboxylic acid CC=1C(=C(NC1C(C(NC(C(F)(F)F)C)=O)=O)C)C(=O)O